FC1(CC(C1)CN1N=CC(=C1)C=1C=CC=2N(C1)C(=CN2)C2=CC=CC(=N2)NC2CNCC2(F)F)F 6-(6-(1-((3,3-difluoro-cyclobutyl)methyl)-1H-pyrazol-4-yl)imidazo[1,2-a]pyridin-3-yl)-N-(4,4-difluoropyrrolidin-3-yl)-pyridin-2-amine